1-((3R)-4-(5-chloro-7-fluoro-6-(3-hydroxy-1-naphthyl)-2,1-benzothiazol-3-yl)-3-(difluoromethyl)-1-piperazinyl)-2-propen-1-one ClC=1C(=C(C=2C(=C(SN2)N2[C@H](CN(CC2)C(C=C)=O)C(F)F)C1)F)C1=CC(=CC2=CC=CC=C12)O